N-[1-(2-fluorophenyl)-3-methylcyclobutyl]-5-[5-(trifluoromethyl)-1,2,4-oxadiazol-3-yl]pyrimidin-2-amine FC1=C(C=CC=C1)C1(CC(C1)C)NC1=NC=C(C=N1)C1=NOC(=N1)C(F)(F)F